S1CCCC(CC1)NS(O)(=O)=O thiepan-5-yl-amidosulfuric acid